ClC1=NC=2C(CCC(C2C=C1)NC(C=C)=O)OC1=CC=C2C=CC(OC2=C1)=O N-[2-chloro-8-{(2-oxo-2H-chromen-7-yl)oxy}-5,6,7,8-tetrahydroquinolin-5-yl]acrylamide